CN1N=C(C=C1)CN1CC2(C1)CN(C2)S(=O)(=O)C=2C(=NC(=NC2)C(F)(F)F)C 2-((1-methyl-1H-pyrazol-3-yl)methyl)-6-((4-methyl-2-(trifluoromethyl)pyrimidin-5-yl)sulfonyl)-2,6-diazaspiro[3.3]heptane